ClC1=CC=2N(C=N1)N=CN2 7-chloro-[1,2,4]triazolo[1,5-c]pyrimidine